O1C(=NC=C1)C1=NC(=NC=C1)S 4-(oxazol-2-yl)pyrimidine-2-thiol